CC1C=2N(CCC1)C(=CN2)C(=O)NC2=CC(=C(C=C2)C)C=2C=NC1=CC(=NC=C1C2)NC 8-methyl-N-(4-methyl-3-(7-(methylamino)-1,6-naphthyridin-3-yl)phenyl)-5,6,7,8-tetrahydroimidazo[1,2-a]pyridine-3-carboxamide